C1=CC=CC2=CC3=CC=CC=C3C(=C12)[C@H](C(F)(F)F)O |r| (R)- and (S)-1-(9-anthryl)-2,2,2-trifluoroethanol